C(C)C1=C(NC2=CC(=C(C(=C12)F)C1CCNCC1)F)C1=CC(=NC=C1)C 3-ethyl-4,6-difluoro-2-(2-methylpyridin-4-yl)-5-(piperidin-4-yl)-1H-indole